NC1=NC2=C(C=3C=C(C=NC13)CCC1=C(C=C(OCCOCCC(F)(F)P(O)(O)=O)C=C1)C)C=CC(=C2)C 3-(2-(4-(2-(5-amino-8-methylbenzo[f][1,7]naphthyridin-2-yl)ethyl)-3-methylphenoxy)ethoxy)-1,1-difluoropropyl-phosphonic acid